Tert-butyl 4-((4-cyano-2-(trifluoromethyl) phenyl) thio)-5,8-dihydropyrido[3,4-d]pyrimidine-7(6H)-carboxylate C(#N)C1=CC(=C(C=C1)SC=1C2=C(N=CN1)CN(CC2)C(=O)OC(C)(C)C)C(F)(F)F